COCOC=1C=C2C(NN(C2=C2C1C=CC=C2)C2=CC=CC=C2)=O 5-(methoxymethoxy)-1-phenyl-1,2-dihydro-3H-benzo[g]indazol-3-one